1-decanoic acid C(CCCCCCCCC)(=O)O